Pyridine-6-carbohydrazide N1=CC=CC=C1C(=O)NN